COC(=O)C=1C=C(C(=O)O)C=CC1[N+](=O)[O-] 3-methoxycarbonyl-4-nitro-benzoic acid